2-(4-(2-((4,5-dimethylthiazol-2-yl)amino)-2-oxoethyl)-2-fluorophenoxy)nicotinamide CC=1N=C(SC1C)NC(CC1=CC(=C(OC2=C(C(=O)N)C=CC=N2)C=C1)F)=O